1-((1R,5R)-6-(7-(8-ethynyl-7-fluoronaphthalen-1-yl)-8-fluoropyrido[4,3-d]pyrimidin-4-yl)-2,6-diazabicyclo[3.2.0]heptan-2-yl)prop-2-en-1-one C(#C)C=1C(=CC=C2C=CC=C(C12)C1=C(C=2N=CN=C(C2C=N1)N1[C@@H]2CCN([C@@H]2C1)C(C=C)=O)F)F